ClC1=NC=C(C(=C1F)C1=C(C=NC(=C1)C)C(=O)O)OC 4-(2-chloro-3-fluoro-5-methoxypyridin-4-yl)-6-methylpyridin-3-carboxylic acid